(S)-3-hydroxy-3-(3-(2-(2-methylazetidin-1-yl)-6,7-dihydro-5H-cyclopenta[d]pyrimidin-4-yl)phenyl)thietane 1,1-dioxide OC1(CS(C1)(=O)=O)C1=CC(=CC=C1)C=1C2=C(N=C(N1)N1[C@H](CC1)C)CCC2